NC=1SC=C(N1)/C=C/CNC(OC(C)(C)C)=O tert-butyl (E)-(3-(2-aminothiazol-4-yl)allyl)carbamate